BrC1=CC=C2C(=CNC2=C1N1N=CC=N1)S(=O)(=O)NC1=NC(=C(C(=N1)OC)OCC(F)F)OC 6-bromo-N-[5-(2,2-difluoroethoxy)-4,6-dimethoxy-pyrimidin-2-yl]-7-(triazol-2-yl)-1H-indole-3-sulfonamide